4-(((2S,4R)-4-cyclopropyl-2-(4-(methoxycarbonyl)phenyl)piperidin-1-yl)methyl)-7-methyl-5-(Prop-1-yn-1-yl)-1H-indole-1-carboxylic acid tert-butyl ester C(C)(C)(C)OC(=O)N1C=CC2=C(C(=CC(=C12)C)C#CC)CN1[C@@H](C[C@@H](CC1)C1CC1)C1=CC=C(C=C1)C(=O)OC